7-((R)-1-((2R,5s)-2,5-dimethylpiperazin-1-yl)ethyl)-2-methylquinoxaline C[C@H]1N(C[C@@H](NC1)C)[C@H](C)C1=CC=C2N=CC(=NC2=C1)C